1-methyldodecanol CC(CCCCCCCCCCC)O